tert-butyl (R)-3-((3-(cyclopentanecarbonyl)-1H-pyrrolo[2,3-b]pyridin-4-yl)amino)piperidine-1-carboxylate C1(CCCC1)C(=O)C1=CNC2=NC=CC(=C21)N[C@H]2CN(CCC2)C(=O)OC(C)(C)C